4-{4-[(4-tert-butyl-2-hydroxyphenyl)methyl]piperazin-1-yl}-6-chloro-1-methyl-2-oxo-1,2-dihydro-1,5-naphthyridine-3-carbonitrile C(C)(C)(C)C1=CC(=C(C=C1)CN1CCN(CC1)C1=C(C(N(C2=CC=C(N=C12)Cl)C)=O)C#N)O